rac-N-(3-((1S,2R,3S)-3-(benzyloxy)-2-hydroxycyclopentyl)-1-(tert-butyl)-1H-pyrazol-5-yl)-3-(methoxymethyl)-1-methyl-1H-pyrazole-5-carboxamide C(C1=CC=CC=C1)O[C@@H]1[C@@H]([C@@H](CC1)C1=NN(C(=C1)NC(=O)C1=CC(=NN1C)COC)C(C)(C)C)O |r|